5-Methyl-2-(1-methyl-1H-imidazol-2-yl)pyrrolo[2,1-f][1,2,4]triazin-4-ol CC=1C=CN2N=C(N=C(C21)O)C=2N(C=CN2)C